C(C1=CC=CC=C1)OC(=O)N1C[C@@H]([C@H](CC1)O)N |r| Racemic-(3S,4S)-3-amino-4-hydroxypiperidine-1-carboxylic acid benzyl ester